CN1C=NC2=C1C=CC=C2C=O 1-methyl-1H-benzo[d]imidazole-4-carbaldehyde